COC(=O)C1=C(C2=C(C(=CCCC2)C2=CC=C(C=C2)CC2CN(C2)CCCF)C=C1F)F.C(C)(C)(C)OOC(C)(C)C1=C(C=CC=C1)C(C)(C)OOC(C)(C)C Bis-(t-Butylperoxyisopropyl)benzene Methyl-2,4-difluoro-9-(4-((1-(3-fluoropropyl)azetidin-3-yl)methyl)phenyl)-6,7-dihydro-5H-benzo[7]annulene-3-carboxylate